C(C(C)C)(=O)OCOC=1C2=C(N=C(N1)SCC1=C(C=NC=C1Cl)Cl)CCC2 ((2-(((3,5-dichloropyridin-4-yl)methyl)thio)-6,7-dihydro-5H-cyclopenta-[d]pyrimidin-4-yl)oxy)methyl isobutyrate